2,6-dichlorobenzenethiol ClC1=C(C(=CC=C1)Cl)S